1-bromomethyl-3,5-dimethyl-2,4,6-tris(3,5-di-t-butyl-4-methoxybenzyl)benzene BrCC1=C(C(=C(C(=C1CC1=CC(=C(C(=C1)C(C)(C)C)OC)C(C)(C)C)C)CC1=CC(=C(C(=C1)C(C)(C)C)OC)C(C)(C)C)C)CC1=CC(=C(C(=C1)C(C)(C)C)OC)C(C)(C)C